4-(4-amino-2-fluorobenzoyl)piperazine-1-carboxylic acid tert-butyl ester C(C)(C)(C)OC(=O)N1CCN(CC1)C(C1=C(C=C(C=C1)N)F)=O